22-dodecanoyloxy-docosanoic acid C(CCCCCCCCCCC)(=O)OCCCCCCCCCCCCCCCCCCCCCC(=O)O